8-(1-(4-chlorophenyl)-3-methyl-4,5,6,7-tetrahydro-2H-isoindol-2-yl)naphthalen-2-ol ClC1=CC=C(C=C1)C=1N(C(=C2CCCCC12)C)C=1C=CC=C2C=CC(=CC12)O